COC(CCCCC(C#CC(OCC)OCC)O)=O 9,9-diethoxy-6-hydroxynon-7-ynoic acid methyl ester